[OH-].[Mg+2].[Fe+2].[OH-].[OH-].[OH-] iron-magnesium hydroxide